CC1=CC=C(C=C1)S(=O)(=O)OCC1=C(C=CC=C1)[N+](=O)[O-] 2-nitrobenzyl p-toluenesulfonate